[N+](=O)([O-])C=1C=C(C=CC1)CC(=O)N 3-nitrobenzeneacetamide